8-methoxy-N-(2-phenylethyl)-7-[3-(pyrrolidin-1-yl)propoxy]-1H,2H,3H-cyclopenta[c]quinolin-4-amine trifluoroacetate FC(C(=O)O)(F)F.COC1=CC=2C3=C(C(=NC2C=C1OCCCN1CCCC1)NCCC1=CC=CC=C1)CCC3